molybdenum silicon selenide [Si]=[Se].[Mo]